ClC1=NC=2N(C(=C1)N(C(OC(C)(C)C)=O)C)N=CC2C(N[C@@H](COCC2=CC(=C(C(=C2)[N+](=O)[O-])OC)F)C)=O Tert-butyl N-[5-chloro-3-[[(1R)-2-[(3-fluoro-4-methoxy-5-nitro-phenyl) methoxy]-1-methyl-ethyl] carbamoyl] pyrazolo[1,5-a]pyrimidin-7-yl]-N-methyl-carbamate